O1CC(C1)C(=O)N1CC2(C1)C[C@@H](CC2)N2CCC(CC2)C2=C(C=CC=C2)OCCC(F)(F)F (R)-oxetan-3-yl(6-(4-(2-(3,3,3-trifluoropropoxy)phenyl)piperidin-1-yl)-2-azaspiro[3.4]octan-2-yl)methanone